N-(2-(1-(4-(5-chloro-4-((3,5-difluoropyridin-2-yl)methoxy-d2)-2-methyl-6-pyrimidinone-1(6H)-yl)-5-methylpyridin-2-yl)-4-fluoro-1H-pyrazol-3-yl)propan-2-yl)cyclopropylamide ClC1=C(N=C(N(C1=O)C1=CC(=NC=C1C)N1N=C(C(=C1)F)C(C)(C)[N-]C1CC1)C)OC([2H])([2H])C1=NC=C(C=C1F)F